(M)-4-(4-propenoyl-cis-3,5-dimethylpiperazin-1-yl)-6-chloro-7-(2-fluoro-6-hydroxyphenyl)-1-(2-isopropyl-4-methylpyridin-3-yl)pyrido[2,3-d]pyrimidin-2(1H)-one C(C=C)(=O)N1[C@@H](CN(C[C@@H]1C)C=1C2=C(N(C(N1)=O)C=1C(=NC=CC1C)C(C)C)N=C(C(=C2)Cl)C2=C(C=CC=C2O)F)C